FC1=C(C(=O)NC2=CC(=CC=C2)[S@@](=O)N(C(CN)=O)C)C(=CC=C1C(F)(F)F)OC=1C(=NC(=CC1)F)C (R)-2-fluoro-6-((6-fluoro-2-methylpyridin-3-yl)oxy)-N-(3-(N-glycyl-S-methylaminosulfinyl)phenyl)-3-(trifluoromethyl)benzamide